C(C)OC(=O)C=1N=CN2C(NC=CC21)=O 5-Oxo-5,6-dihydroimidazo[1,5-c]pyrimidine-1-carboxylic acid ethyl ester